1-(2,3-Difluorobenzyl)-2-ethyl-4-((3-fluoro-6-(thiazol-2-ylamino)pyridin-2-yl)methyl)piperidine-4-carboxylic acid FC1=C(CN2C(CC(CC2)(C(=O)O)CC2=NC(=CC=C2F)NC=2SC=CN2)CC)C=CC=C1F